tert-butyl 2-{[4-(4-methoxypiperidin-1-yl)phenyl]amino}-5H,6H,7H,8H-pyrido[3,4-d]pyrimidine-7-carboxylate COC1CCN(CC1)C1=CC=C(C=C1)NC=1N=CC2=C(N1)CN(CC2)C(=O)OC(C)(C)C